N-(8-methoxy-4-(1H-1,2,4-triazol-1-yl)quinazolin-2-yl)acetamide COC=1C=CC=C2C(=NC(=NC12)NC(C)=O)N1N=CN=C1